3-((5-(2-oxo-2,3-dihydro-1H-benzo[d]imidazol-1-yl)pyridin-2-yl)oxy)azetidine-1-carboxylic acid tert-butyl ester C(C)(C)(C)OC(=O)N1CC(C1)OC1=NC=C(C=C1)N1C(NC2=C1C=CC=C2)=O